1,4-diisothiocyanatobenzene N(=C=S)C1=CC=C(C=C1)N=C=S